4-(((3S,4S)-4-((5-bromopyridin-2-yl)sulfonyl)-3-hydroxy-3-(hydroxymethyl)pyrrolidin-1-yl)sulfonyl)-3-chlorobenzonitrile BrC=1C=CC(=NC1)S(=O)(=O)[C@@H]1[C@](CN(C1)S(=O)(=O)C1=C(C=C(C#N)C=C1)Cl)(CO)O